(S)-2-Methyl-1,4,5,6-tetrahydropyrimidine-4-carboxylic acid CC=1NCC[C@H](N1)C(=O)O